2-cyclohexyl-phosphorus C1C(CCCC1)[P]